O=C1NC(CCC1N1CC2=CC=CC(=C2C1)N1CCC(CC1)CCCO)=O 2-(2,6-Dioxopiperidin-3-yl)-4-(4-(3-hydroxypropyl)piperidin-1-yl)isoindoline